(S,E)-N1-benzyl-N7-(1-(2-(bicyclo[1.1.1]pentan-1-ylamino)-2-oxoethyl)-2-oxo-1,2-dihydropyridin-3-yl)-6-(2,5-dichlorothiazole-4-carboxamido)hept-2-enediamide C(C1=CC=CC=C1)NC(\C=C\CC[C@@H](C(=O)NC=1C(N(C=CC1)CC(=O)NC12CC(C1)C2)=O)NC(=O)C=2N=C(SC2Cl)Cl)=O